6-((1S,2S)-2-(6-(2,4-dimethoxypyrimidin-5-yl)imidazo[1,2-b]pyridazin-8-yl)cyclopropyl)-4-(2,2,2-trifluoroethoxy)quinoline COC1=NC=C(C(=N1)OC)C=1C=C(C=2N(N1)C=CN2)[C@@H]2[C@H](C2)C=2C=C1C(=CC=NC1=CC2)OCC(F)(F)F